BrC=1C=C2C(=CC(N(C2=NC1)C1CC(C1)(C)O)=O)C(F)F 6-bromo-4-(difluoromethyl)-1-[(cis)-3-hydroxy-3-methylcyclobutyl]-1,2-dihydro-1,8-naphthyridin-2-one